2,2'-azobis-(2-methylpropanenitrile) N(=NC(C#N)(C)C)C(C#N)(C)C